4-Bromodibenzo[b,d]thiophene-1,2,3,6,7,8,9-d7 BrC1=C(C(=C(C2=C1SC1=C2C(=C(C(=C1[2H])[2H])[2H])[2H])[2H])[2H])[2H]